CC=1N=C(SC1)C1(CCC1)O 1-(4-methylthiazol-2-yl)cyclobutanol